1-(5-methyl-2,5-diazabicyclo[2.2.2]octan-2-yl)-3-phenylbut-3-ene CN1C2CN(C(C1)CC2)CCC(=C)C2=CC=CC=C2